S(SC1=C(N)C=CC=C1)C1=C(N)C=CC=C1 2,2'-disulfanediyldianiline